antimony-vanadium oxygen 4H-thieno[3,2-b]pyrrole-5-carboxylic acid hydrazide S1C=CC=2NC(=CC21)C(=O)NN.[O].[V].[Sb]